1-sulfo-2-mercapto-5-(trimethoxysilyl)pentane propyl-alpha-hydroxynonanoate C(CC)OC(C(CCCCCCC)O)=O.S(=O)(=O)(O)CC(CCC[Si](OC)(OC)OC)S